azodicarboxylic acid diIsopropyl ester C(C)(C)OC(=O)N=NC(=O)OC(C)C